dinaphtho[2,1-b:1',2'-d]furan-3,9-disulfonic acid C1=CC(=CC=2C=CC=3OC4=C(C3C12)C1=CC=CC=C1C(=C4)S(=O)(=O)O)S(=O)(=O)O